ethyl alcoholate C(C)[O-]